BrC=1C(=C(C=CC1)C[C@@H]1N(CCC[C@@H]1NS(=O)C1(CC1)F)C(=O)OC(C)(C)C)F tert-butyl (2S,3S)-2-[(3-bromo-2-fluoro-phenyl)methyl]-3-[(1-fluorocyclopropyl)sulfinylamino]piperidine-1-carboxylate